1,3-dimethylimidazolium carbonate C([O-])([O-])=O.CN1C=[N+](C=C1)C.CN1C=[N+](C=C1)C